hexamethyldisilazine CC1(C(N=[Si][Si]C1(C)C)(C)C)C